ClC1=C(C(=C2C=NNC2=C1)C1=C(C=2N=C(N=C(C2C=N1)O)OC[C@]12CCCN2C[C@@H](C1)F)F)CCCCOC[C@H]1CNC[C@H](C1)O 7-(6-Chloro-5-(4-(((3R,5S)-5-hydroxypiperidin-3-yl)methoxy)butyl)-1H-indazol-4-yl)-8-fluoro-2-(((2R,7aS)-2-fluorotetrahydro-1H-pyrrolizin-7a(5H)-yl)methoxy)pyrido[4,3-d]pyrimidin-4-ol